N-vinylpyrrolidinium C(=C)[NH+]1CCCC1